(6-chloro-3-methylpyridin-2-yl)-propan-2-ol ClC1=CC=C(C(=N1)CC(C)O)C